4-((1,6-dimethyl-1H-benzo[d][1,2,3]triazol-5-yl)oxy)-3-methylaniline CN1N=NC2=C1C=C(C(=C2)OC2=C(C=C(N)C=C2)C)C